O1N=CC=C1C=1SC(=C(N1)C)C(=O)O 2-(isoxazol-5-yl)-4-methylthiazole-5-carboxylic acid